C(C)N1N=C(C=C1)C(C)C 1-ethyl-3-(prop-2-yl)-1H-pyrazole